[5-(4-bromophenyl)-6-(sulfomethyl)pyrimidin-4-yl]methanesulfonic acid BrC1=CC=C(C=C1)C=1C(=NC=NC1CS(=O)(=O)O)CS(=O)(=O)O